2-((2'-fluoro-[1,1'-biphenyl]-4-yl)methoxy)-N-(6-methylpyridin-3-yl)acetamide FC1=C(C=CC=C1)C1=CC=C(C=C1)COCC(=O)NC=1C=NC(=CC1)C